CN1C([C@H]2N(C([C@H]1C)=O)[C@H]([C@](C2)(C#N)C)C2=CC=C(C=C2)C)=O |r| rac-(3r,6s,7s,8as)-2,3,7-trimethyl-1,4-dioxo-6-(p-tolyl)octahydropyrrolo[1,2-a]pyrazine-7-carbonitrile